N,N-Dioctadecylanilinium tetrakis(tetrafluorophenyl)borate FC=1C(=C(C(=C(C1)[B-](C1=C(C(=C(C(=C1)F)F)F)F)(C1=C(C(=C(C(=C1)F)F)F)F)C1=C(C(=C(C(=C1)F)F)F)F)F)F)F.C(CCCCCCCCCCCCCCCCC)[NH+](C1=CC=CC=C1)CCCCCCCCCCCCCCCCCC